(S)-(+)-2-methylpiperidine C[C@H]1CCCCN1